BrC1=CC=C2C=C(NC2=C1)C1=NN(C2=NC=NC(=C21)N)C(C)C 3-(6-Bromo-1H-indol-2-yl)-1-isopropyl-1H-pyrazolo[3,4-d]pyrimidin-4-amine